C(#N)C1=NC2=CC(=CC(=C2N=C1N1CCN(CC1)C1=CC(=CC=C1)C#N)[C@@H](C)NC1=C(C(=O)O)C=CC=C1)C (R)-2-((1-(2-cyano-3-(4-(3-cyano-phenyl)piperazin-1-yl)-7-methylquinoxalin-5-yl)ethyl)amino)benzoic acid